C(C)C1=NC(=NC=C1C(=O)O)SC 4-Ethyl-2-(methylthio)pyrimidine-5-carboxylic acid